5-(1-methylpyrazol-4-yl)-1H-pyrimidin-6-one CN1N=CC(=C1)C1=CN=CNC1=O